C1=C(N=C2N1C1=CC=CC=C1C=C2)C(=O)NNC(N)=S 2-(imidazo[1,2-a]quinoline-2-carbonyl)hydrazine-1-carbothioamide